CC=1C=C(C=CC1C1=C(C(=C(C2=CC=C(C=C12)N)O)\N=N\[H])S(=O)(=O)O)C1=CC(=C(C=C1)C1=C(C(=C(C2=CC=C(C=C12)N)O)\N=N\[H])S(=O)(=O)O)C 1,1'-(3,3'-dimethyl[1,1'-biphenyl]-4,4'-diyl)bis{7-amino-4-hydroxy-3-[(E)-diazenyl]naphthalene-2-sulfonic acid}